[Li].[I] IODINE LITHIUM